3-(2-methoxyethyl-sulfanyl)-5,6-diphenyl-1,2,4-triazine COCCSC=1N=NC(=C(N1)C1=CC=CC=C1)C1=CC=CC=C1